1'-(1-(2,6-Dioxopiperidin-3-yl)-3-methyl-2-oxo-2,3-dihydro-1H-benzo[d]imidazol-4-yl)-[4,4'-bipiperidine]-1-carboxylic acid tert-butyl ester C(C)(C)(C)OC(=O)N1CCC(CC1)C1CCN(CC1)C1=CC=CC=2N(C(N(C21)C)=O)C2C(NC(CC2)=O)=O